FC1=C(C(=CC=C1)F)S(=O)(=O)NC=1C=C(C=NC1OC)C=1C=CC=2N=CN=C(C2N1)N1CCC2(CN(C2)C(=O)OC(C)(C)C)CC1 Tert-butyl 7-(6-(5-((2,6-difluorophenyl)sulfonamido)-6-methoxypyridin-3-yl)pyrido[3,2-d]pyrimidin-4-yl)-2,7-diazaspiro[3.5]nonane-2-carboxylate